ClC1=C(C(=CC=C1Cl)O)[C@H]1CC(N([C@@H]1C)C[C@@H](CO)O)=O (4R,5R)-4-(2,3-dichloro-6-hydroxyphenyl)-1-[(2S)-2,3-dihydroxypropyl]-5-methylpyrrolidin-2-one